2-chloro-4-methyl-3-(2-(methylamino)-[1,2,4]triazolo[4',3':1,6]pyrido[2,3-d]pyrimidin-6-yl)phenol ClC1=C(C=CC(=C1C1=CC2=C(N=C(N=C2)NC)N2C1=NN=C2)C)O